NC=1C=2N(C3=CC(=CC=C3N1)C(=O)N(C(C)C)CC1=C(C=C(C=C1)C=1C=NN(C1)C(F)(F)F)F)C=NC2 4-amino-N-(2-fluoro-4-(1-(trifluoromethyl)-1H-pyrazol-4-yl)benzyl)-N-isopropylimidazo[1,5-a]quinoxaline-8-carboxamide